C1=CC=CC=2C3=CC=CC=C3C(C12)COC(=O)N[C@H](C(=O)N[C@H](C(=O)OC(C)(C)C)CCC(=O)OC)CCCCNC(\C=C\C=1C=NC=CC1)=O 1-tert-butyl 5-methyl (2S)-2-[(2S)-2-{[(9H-fluoren-9-ylmethoxy)carbonyl]amino}-6-[(2E)-3-(pyridin-3-yl)prop-2-enamido]hexanamido]pentanedioate